tert-butyl 9-[2-ethyl-6-methyl-4-(4,4,5,5-tetramethyl-1,3,2-dioxaborolan-2-yl) phenyl]-8,10-dioxo-3-azaspiro[5.5]undecane-3-carboxylate C(C)C1=C(C(=CC(=C1)B1OC(C(O1)(C)C)(C)C)C)C1C(CC2(CCN(CC2)C(=O)OC(C)(C)C)CC1=O)=O